2-(4-methoxyphenoxy)-N-(pyridin-3-yl)-N-(thiophen-2-ylmethyl)acetamide COC1=CC=C(OCC(=O)N(CC=2SC=CC2)C=2C=NC=CC2)C=C1